Diethyl(2,5-dihydroxyterephthalate) C(C)OC(C1=C(C=C(C(=O)OCC)C(=C1)O)O)=O